NC1=C(C=C(C=C1)C1=CC=C(C=C1)F)NC(C1=CC=C(C=C1)S(=O)(=O)C=1C=NC=C(C1)C)=O N-[2-amino-5-(4-fluorophenyl)phenyl]-4-[(5-methyl-3-pyridyl)sulfonyl]benzamide